ClC1=C(C=NN1C1=CN=NC=C1)C(=O)OCC Ethyl 5-chloro-1-(pyridazin-4-yl)-1H-pyrazole-4-carboxylate